ClC1=CC=C2C(N3C(=NC2=C1)C(C1=CC(=CC=C13)C(=O)OC)=O)=O Methyl 3-chloro-6,12-dioxo-6,12-dihydroindolo[2,1-b]quinazoline-8-carboxylate